methyl-2-[[[1-[3-(trifluoromethyl)phenyl]ethoxy]imino]methyl]benzeneacetamide CC=1C(=C(C=CC1)CC(=O)N)C=NOC(C)C1=CC(=CC=C1)C(F)(F)F